3-((15,15-dimethylhexadecyl)thio)propyl hydrogen ((((R)-1-(6-amino-9H-purin-9-yl)propan-2-yl)oxy)methyl)phosphonate NC1=C2N=CN(C2=NC=N1)C[C@@H](C)OCP(OCCCSCCCCCCCCCCCCCCC(C)(C)C)(O)=O